4-tert.-Butyl-7-{[2-(4-chlorophenyl)imidazo[1,2-a]pyridin-3-yl]methyl}-3-oxa-7,9-diazabicyclo-[3.3.1]nonan-9-carboxylat C(C)(C)(C)C1OCC2CN(CC1N2C(=O)[O-])CC2=C(N=C1N2C=CC=C1)C1=CC=C(C=C1)Cl